ClC1=CC=C(C=N1)CN(C(=N[N+](=O)[O-])N)/N=C/CCCC 1-[(6-chloropyridin-3-yl)methyl]-2-nitro-1-[(E)-pentylideneamino]guanidine